C(CCCCCCCCCCC)N1N=NC2=C1C=CC=C2 N-dodecyl-benzotriazole